5-(benzyloxy)-2,3-dihydro-1H-inden-1-one C(C1=CC=CC=C1)OC=1C=C2CCC(C2=CC1)=O